C1(CC1)C1=C(C=NN1S(=O)(=O)C)NC(=O)C=1C(=NC=C(C1)C(F)(F)F)N1CCC(CCC1)(F)F N-[5-cyclopropyl-1-(methylsulfonyl)-1H-pyrazol-4-yl]-2-(4,4-difluoroazepan-1-yl)-5-(trifluoromethyl)pyridine-3-carboxamide